tert-butyl 2-(diethoxyphosphoryl)-3-(3-(4-(1-propylcyclopropyl)phenyl)-1,2,4-oxadiazol-5-yl)propanoate C(C)OP(=O)(OCC)C(C(=O)OC(C)(C)C)CC1=NC(=NO1)C1=CC=C(C=C1)C1(CC1)CCC